(5aR,5bS,7aS,10aS,10bR)-8-ethynyl-5a,7a-dimethyl-2-(pyrimidin-2-ylamino)-5,5a,5b,6,7,7a,8,9,10,10a,10b,11-dodecahydro-4H-cyclopenta[7,8]phenanthro[2,1-d]thiazol-8-ol C(#C)C1(CC[C@@H]2[C@@]1(CC[C@@H]1[C@]3(CCC=4N=C(SC4C3=CC[C@@H]21)NC2=NC=CC=N2)C)C)O